(S)-S-(3-((tert-butoxycarbonyl)amino)-2-((tertbutyldimethylsilyl)oxy)propyl) ethanethioate C(C)(SC[C@H](CNC(=O)OC(C)(C)C)O[Si](C)(C)C(C)(C)C)=O